2-(oxetan-3-yl)-2,4-dihydro-chromeno[4,3-c]pyrazol-6-amine O1CC(C1)N1N=C2C(=C1)COC1=C(C=CC=C12)N